methyl 2,6-dichloro-4-((3-chlorobenzyl)(methyl)carbamoyl)benzoate ClC1=C(C(=O)OC)C(=CC(=C1)C(N(C)CC1=CC(=CC=C1)Cl)=O)Cl